(9R,13S)-13-{4-[5-chloro-2-(pyrimidin-5-yl)phenyl]-6-oxo-1,6-dihydropyrimidin-1-yl}-3,9-dimethyl-3,4,7,15-tetraazatricyclo[12.3.1.02,6]Octadeca-1(18),2(6),4,14,16-pentaen-8-one ClC=1C=CC(=C(C1)C=1N=CN(C(C1)=O)[C@H]1CCC[C@H](C(NC=2C=NN(C2C=2C=CN=C1C2)C)=O)C)C=2C=NC=NC2